NC1=NC=CC2=C(C=CC=C12)NCC12CN(C(C1)(C2)COC2=CC(N(C=C2)C)=O)C(CCC2CCCCC2)=O 4-((4-(((1-Aminoisoquinolin-5-yl)amino)methyl)-2-(3-cyclohexylpropanoyl)-2-azabicyclo[2.1.1]hexan-1-yl)methoxy)-1-methylpyridin-2(1H)-one